(S)-N-[[4-(benzyloxy)-3-fluorophenyl]methylene]-2-methylpropane-2-sulfinamide C(C1=CC=CC=C1)OC1=C(C=C(C=C1)C=N[S@@](=O)C(C)(C)C)F